5-chloro-N-(1,1-dimethylsilacyclohex-4-yl)-4-fluoro-6-methyl-1H-pyrrolo[2,3-b]pyridine-2-carboxamide ClC=1C(=C2C(=NC1C)NC(=C2)C(=O)NC2CC[Si](CC2)(C)C)F